1-((2-(2-ethyl-1H-benzoimidazol-1-yl)-9-methyl-6-morpholinyl-9H-purin-8-yl)methyl)-4-cyclopropylsulfonylpiperazin-2-one C(C)C1=NC2=C(N1C1=NC(=C3N=C(N(C3=N1)C)CN1C(CN(CC1)S(=O)(=O)C1CC1)=O)N1CCOCC1)C=CC=C2